C(C)(C)(C)OC(CC1(CCNCCC1)O)=O 2-(4-hydroxyazepan-4-yl)acetic acid tert-butyl ester